CC=1N=C(C2=C(N1)OC=C2C(=O)NC2CC(C2)F)NC2(CC2)C methyl-4-[(1-methylcyclopropyl)amino]-N-[(1R,3R)-3-fluorocyclobutyl]furo[2,3-d]pyrimidine-5-carboxamide